ClCOC1CCC(CC1)C1=CC(=CC=C1)F 1-((1s,4s)-4-(chloromethoxy)cyclohexyl)-3-fluorobenzene